C(C=C)(=O)O.C(C=C)(=O)O.C(C=C)(=O)O.OCC(C(=O)O)(C)C hydroxypivalic acid triacrylate